OC1=CC2=C(CCO2)C=C1 6-hydroxy-2,3-dihydrobenzofuran